O1CCN(CC1)C1=CC=C(C=N1)C1=CC2=C(N=C3COCC(N32)C3=CC=CC=C3)C=C1 7-(6-morpholinopyridin-3-yl)-4-phenyl-3,4-dihydro-1H-benzo[4,5]imidazo[2,1-c][1,4]oxazine